2-(2'-hydroxy-4'-octyloxyphenyl)benzotriazole OC1=C(C=CC(=C1)OCCCCCCCC)N1N=C2C(=N1)C=CC=C2